5-[4-[(5-methylthiophen-2-yl)carbonylamino]phenyl]-1H-naphtho[1,2-b][1,4]diazepine-2,4(3H,5H)-Dione CC1=CC=C(S1)C(=O)NC1=CC=C(C=C1)N1C2=C(NC(CC1=O)=O)C1=CC=CC=C1C=C2